iron-selenium-zinc [Zn].[Se].[Fe]